C(C)(C)(C)OC(=O)N[C@H](C(=O)OC(C(=O)N1CCOCC1)C)CC1=CC(=CC=C1)S(=O)(=O)Cl 1-(Morpholin-4-yl)-1-oxopropan-2-yl (2S)-2-[(tert-butoxycarbonyl)amino]-3-[3-(chlorosulfonyl)phenyl]propanoate